3-oxo-5-phenyl-2,3-dihydropyridazine-4-carboxylic acid O=C1NN=CC(=C1C(=O)O)C1=CC=CC=C1